((1s,4s)-4-(((4-(1-(2-fluorophenyl)-1H-pyrazol-4-yl) pyrimidin-5-yl) amino) methyl) cyclohexyl) carbamate C(N)(OC1CCC(CC1)CNC=1C(=NC=NC1)C=1C=NN(C1)C1=C(C=CC=C1)F)=O